N-(2,2'-dichloro-3'-(6-methoxy-5-((5-oxo-2,6-diazaspiro[3.4]octan-2-yl)methyl)pyrazin-2-yl)-[1,1'-biphenyl]-3-yl)-1,3-dimethyl-2,4-dioxo-1,2,3,4-tetrahydropyrimidine-5-carboxamide ClC1=C(C=CC=C1NC(=O)C=1C(N(C(N(C1)C)=O)C)=O)C1=C(C(=CC=C1)C1=NC(=C(N=C1)CN1CC2(C1)C(NCC2)=O)OC)Cl